1-bromo-4-fluoro-5-isothiocyanato-2-(trifluoromethyl)benzene BrC1=C(C=C(C(=C1)N=C=S)F)C(F)(F)F